O=C1C(CCCC1)=C[O-].[Na+] Sodium (2-oxocyclohexylidene)methanolate